2-amino-1,4-benzenedisulfonic acid monosodium salt [Na+].NC1=C(C=CC(=C1)S(=O)(=O)O)S(=O)(=O)[O-]